C(CCCCCCCCC)C1=CC=C(C=C1)C1=NOC(=N1)[C@@H]1CN(CCC1)C(=O)OC(C)(C)C tert-butyl (S)-3-(3-(4-decylphenyl)-1,2,4-oxadiazol-5-yl)piperidine-1-carboxylate